3-[2-ethyl-4-(7H-pyrrolo[2,3-d]pyrimidin-4-yloxy)phenyl]-1-[5-(trifluoromethyl)-3-pyridinyl]-2,4-imidazolidinedione C(C)C1=C(C=CC(=C1)OC=1C2=C(N=CN1)NC=C2)N2C(N(CC2=O)C=2C=NC=C(C2)C(F)(F)F)=O